FC=1C=CC=C2C(=C(C=NC12)C=O)C=1C=NC(=NC1)C(F)(F)F 8-Fluoro-4-(2-(trifluoromethyl)pyrimidin-5-yl)quinoline-3-carbaldehyde